6-allyl 2-(tert-butyl) 8-cyano-2,6-diazaspiro[3.4]octane-2,6-dicarboxylate C(#N)C1CN(CC12CN(C2)C(=O)OC(C)(C)C)C(=O)OCC=C